(R)-N-(2-((3-(dimethylamino)pyrrolidin-1-yl)methyl)-6-(trifluoromethyl)pyridin-4-yl)-1-((3-methyl-1H-pyrazolo[3,4-b]pyridin-5-yl)methyl)indoline-6-carboxamide CN([C@H]1CN(CC1)CC1=NC(=CC(=C1)NC(=O)C1=CC=C2CCN(C2=C1)CC=1C=C2C(=NC1)NN=C2C)C(F)(F)F)C